2-fluoro-4-{[3-(4-{[(3S,4R)-3-fluoro-1-methylpiperidin-4-yl]amino}-1-(2,2,2-trifluoroethyl)-1H-indol-2-yl)prop-2-yn-1-yl]amino}-5-methoxy-N-methylbenzamide FC1=C(C(=O)NC)C=C(C(=C1)NCC#CC=1N(C2=CC=CC(=C2C1)N[C@H]1[C@H](CN(CC1)C)F)CC(F)(F)F)OC